C1(=CC=CC=C1)/C=C/C(=O)NNC(OC(C)(C)C)=O tert-butyl N-[[(E)-3-phenylprop-2-enoyl]amino]carbamate